C1(CCC1)OC1=NC(=NC=C1C(=O)NC1=C(C=CC=C1Cl)Cl)NC=1C=NN(C1)CCOC 4-cyclobutoxy-N-(2,6-dichlorophenyl)-2-{[1-(2-methoxyethyl)-1H-pyrazol-4-yl]amino}pyrimidine-5-carboxamide